tri(2-hydroxyethyl)methylammonium hydroxide [OH-].OCC[N+](C)(CCO)CCO